(S)-quinuclidin-3-yl (5-(5-chloro-2-methoxyphenyl)-6-methoxy-2,2-dimethyl-2,3-dihydro-1H-inden-1-yl)carbamat ClC=1C=CC(=C(C1)C=1C=C2CC(C(C2=CC1OC)NC(O[C@@H]1CN2CCC1CC2)=O)(C)C)OC